5-((2,3-difluorobenzyl)oxy)-N-(4-(hydroxymethyl)tetrahydro-2H-pyran-4-yl)-2-methylbenzofuran-3-carboxamide FC1=C(COC=2C=CC3=C(C(=C(O3)C)C(=O)NC3(CCOCC3)CO)C2)C=CC=C1F